methyl 2-formyl-4-bromobenzoate C(=O)C1=C(C(=O)OC)C=CC(=C1)Br